OCC1CN(CC1C)C(=O)NC1=CC(=CC=C1)[C@H](C)SC1=NN=CN1C 3-(hydroxymethyl)-4-methyl-N-(3-((S)-1-((4-methyl-4H-1,2,4-triazol-3-yl)thio)ethyl)phenyl)pyrrolidine-1-carboxamide